4-acryloyl-oxyphenyl-acetic acid C(C=C)(=O)OC1=CC=C(C=C1)CC(=O)O